5-bromo-2-(2,2-difluoroethyl)-2H-indazole BrC1=CC2=CN(N=C2C=C1)CC(F)F